zinc-lead dioxide [Pb](=O)=O.[Zn]